(6-(2,3-dichlorophenyl)-3-(4-(imidazo[1,5-a]pyridin-5-yl)piperazin-1-yl)-5-methylpyrazin-2-yl)methano15α,8α-epidioxy-24(R)-methylcholesta-6,22-dien ClC1=C(C=CC=C1Cl)C1=C(N=C(C(=N1)C1C(C)([C@@H](C=C[C@@H](C)[C@H]2C[C@H]3[C@H]4[C@]5(C=CC6CCCC[C@]6(C)[C@H]5CC[C@]24C)OO3)C)C1)N1CCN(CC1)C1=CC=CC=3N1C=NC3)C